COC1=CC=C(C=C1)CC(C(=O)C1=CC=CC=C1)C 3-(4-methoxyphenyl)-2-methyl-1-phenylpropan-1-one